OCCNCCN1N=CC(=C1)C(=O)N 1-(2-((2-Hydroxyethyl)amino)ethyl)-1H-pyrazole-4-carboxamide